C(C=C)N1[C@H](CCC1)CC1=CNC2=C(C(=C(C=C12)F)F)F (R)-3-((1-allylpyrrolidin-2-yl)methyl)-5,6,7-trifluoro-1H-indole